ClC1=CC=C2C(=CC=NC2=C1)C1CC1 7-Chloro-4-cyclopropylquinolin